CN1C(OC2=C1C=C(C=C2)CC(=O)O)=C=O 2-(3-methyl-2-carbonyl-2,3-dihydrobenzo[d]oxazol-5-yl)acetic acid